N-cyclopropyl-3-(5-ethyl-6-((1-hydroxy-2-methylpropan-2-yl)amino)pyridin-3-yl)-4-methylbenzamide C1(CC1)NC(C1=CC(=C(C=C1)C)C=1C=NC(=C(C1)CC)NC(CO)(C)C)=O